CN[C@@H](CC(O)=O)C(=O)N[C@@H](CC1=CC=CC=C1)C(=O)[O-] Methyl-L-α-aspartyl-L-phenylalaninat